2,2-dimethyl-propanenitrile CC(C#N)(C)C